(2S,3R)-3-((2-amino-6-methylpyridin-4-yl)methyl)-N2-(4-oxo-1-methyl-4,5-dihydro-1H-imidazol-2-yl)-N1-((R)-1-phenylpropyl)-N2-methyl-4-oxoazetidine-1,2-dicarboxamide NC1=NC(=CC(=C1)C[C@@H]1[C@H](N(C1=O)C(=O)N[C@H](CC)C1=CC=CC=C1)C(=O)N(C)C=1N(CC(N1)=O)C)C